2-[(2,3-dihydro-1H-inden-4-yl)amino]-4-[(1-oxo-1,2,3,4-tetrahydroisoquinolin-5-yl)amino]pyrimidine-5-carboxamide C1CCC2=C(C=CC=C12)NC1=NC=C(C(=N1)NC1=C2CCNC(C2=CC=C1)=O)C(=O)N